6-Benzyloxy-6,15-bis(trifluoromethyl)-13,19-dioxa-3,4,18-triazatricyclo[12.3.1.12,5]nonadeca-1(17),2,4,8,14(18),15-hexaene C(C1=CC=CC=C1)OC1(C2=NN=C(C3=CC=C(C(OCCCC=CC1)=N3)C(F)(F)F)O2)C(F)(F)F